CC1C(=NNC(C1)=O)C=1C=C2CC(NC2=C(C1)C#N)=O 5-(4-methyl-6-oxo-1,4,5,6-tetrahydropyridazin-3-yl)-2-oxoindoline-7-carbonitrile